CN(C1CCC(CC1)NC1=NC=2N(C(C(=NC2C=N1)C1=CC(=C(C(=C1)F)NS(=O)(=O)CC1=CC=C(C=C1)C)F)=O)C(C)C)C N-[4-[2-[[4-(dimethyl-amino)cyclohexyl]-amino]-8-isopropyl-7-oxo-pteridin-6-yl]-2,6-difluoro-phenyl]-1-(p-tolyl)methanesulfonamide